3-[[(1R)-1-[3-Methyl-4-oxo-2-phenyl-6-(trifluoromethyl)chromen-8-yl]ethyl]amino]pyridine-2-carbonitrile CC1=C(OC2=C(C=C(C=C2C1=O)C(F)(F)F)[C@@H](C)NC=1C(=NC=CC1)C#N)C1=CC=CC=C1